bis(t-butyl-peroxy)-diisopropylbenzene C(C)(C)(C)OOC1=C(C(=C(C=C1)C(C)C)C(C)C)OOC(C)(C)C